2-oxospiro[1H-indole-3,3'-pyrrolidine] O=C1NC2=CC=CC=C2C12CNCC2